dimethylethylsilanediamine CN[SiH](NC)CC